C(#N)C1(CC1)NS(=O)(=O)C=1C=C(C=2N(C1)C(=CN2)C(=O)OCC)N2CCN(CC2)C(N(C)C)=O ethyl 6-(N-(1-cyanocyclopropyl)sulfamoyl)-8-(4-(dimethylcarbamoyl)piperazin-1-yl)imidazo[1,2-a]pyridine-3-carboxylate